4-((4-chlorophenyl)(hydroxy)methyl)piperidine ClC1=CC=C(C=C1)C(C1CCNCC1)O